(3-glycidyloxypropyl)trimethoxy-silane C(C1CO1)OCCC[Si](OC)(OC)OC